3-(4-(((2R,3S,5R)-3-((N,N-dimethylsulfamoyl)(4-methoxybenzyl)amino)-5-methylpyrrolidin-2-yl)methoxy)cyclohexyl)phenyl trifluoromethanesulfonate TFA salt OC(=O)C(F)(F)F.FC(S(=O)(=O)OC1=CC(=CC=C1)C1CCC(CC1)OC[C@@H]1N[C@@H](C[C@@H]1N(CC1=CC=C(C=C1)OC)S(N(C)C)(=O)=O)C)(F)F